methylquinazoline-4,7-diamine CC1=NC2=CC(=CC=C2C(=N1)N)N